COC(=O)C1=CNC(C=C1)=O 6-oxopyridine-3-carboxylic acid methyl ester